4-Chloro-7-[4-(3-morpholin-4-yl-propoxy)-phenyl]-5-phenyl-5H-pyrrolo[3,2-d]pyrimidine formic acid salt C(=O)O.ClC=1C2=C(N=CN1)C(=CN2C2=CC=CC=C2)C2=CC=C(C=C2)OCCCN2CCOCC2